The molecule is a FAHFA obtained by formal condensation of the carboxy group of palmitic acid with the hydroxy group of 7-hydroxystearic acid. It has a role as an anti-inflammatory agent, a hypoglycemic agent and a human metabolite. It is a FAHFA and a long-chain fatty acid. It derives from a hexadecanoic acid and an octadecanoic acid. It is a conjugate acid of a 7-PAHSA(1-). CCCCCCCCCCCCCCCC(=O)OC(CCCCCCCCCCC)CCCCCC(=O)O